C1(=CC=CC=C1)C(CC(=O)OC)SC1=CC=CC=C1 methyl 3-phenyl-3-(phenylthio)propanoate